ClC=1C(=NC=CC1C1=NOC(=N1)C(F)(F)F)OCC=1N=NN(C1)C 3-chloro-2-[(1-methyl-1H-1,2,3-triazol-4-yl)methoxy]-4-[5-(trifluoromethyl)-1,2,4-oxadiazol-3-yl]pyridine